5-(((R)-1-((1-(3-((4-((3-chloro-4-fluorophenyl)amino)-7-methoxyquinazolin-6-yl)oxy)propyl)piperidin-4-yl)methyl)piperidin-3-yl)amino)-2-(2,6-dioxopiperidin-3-yl)isoindoline-1,3-dione ClC=1C=C(C=CC1F)NC1=NC=NC2=CC(=C(C=C12)OCCCN1CCC(CC1)CN1C[C@@H](CCC1)NC=1C=C2C(N(C(C2=CC1)=O)C1C(NC(CC1)=O)=O)=O)OC